C(C)(C)(C)OC(=O)N1CCN(CC1)C(=O)C=1C=C2CCN(C(C2=CC1)=O)CC(CN1CC2=CC=CC=C2CC1)O.OC=1C=C(C=C(C1)OC)CCC1=CC(=C(C=C1)OC)O 3,3'-Dihydroxy-5,4'-dimethoxybibenzyl tert-butyl-4-(2-(3-(3,4-dihydroisoquinolin-2(1H)-yl)-2-hydroxypropyl)-1-oxo-1,2,3,4-tetrahydroisoquinoline-6-carbonyl)piperazine-1-carboxylate